C(CC)OC(CCCCCCCC(CCCC)C)OCCC 1,1-dipropyloxy-9-methyltridecane